ClC1=NC(=NC(=C1)NC1CCC(CC1)(F)F)C=1SC=C(N1)C(=O)OCC ethyl 2-(4-chloro-6-((4,4-difluorocyclohexyl)amino)pyrimidin-2-yl)thiazole-4-carboxylate